CC(C)(C(=O)O)OC1=CC=C(C=C1)Cl The molecule is a monocarboxylic acid that is isobutyric acid substituted at position 2 by a p-chlorophenoxy group. It is a metabolite of the drug clofibrate. It has a role as an anticholesteremic drug, an antilipemic drug, a PPARalpha agonist, an antineoplastic agent, a marine xenobiotic metabolite and a herbicide. It is a monocarboxylic acid, an aromatic ether and a member of monochlorobenzenes. It derives from an isobutyric acid.